CCC(CO)O α-butylene glycol